[F-].C(C)[NH+]1CC(CC1)CCCC 1-ethyl-3-butylpyrrolidinium fluoride salt